6-Fluoro-10-methyl-1-(6-methyl-4-(trifluoromethyl)pyridin-2-yl)-5-(piperidin-4-ylmethyl)-1,3a,4,5,10,11a-hexahydro-2H-benzo[b]pyrrolo[2,3-f][1,4]diazocine-2,11(3H)-dione hydrochloride Cl.FC1=CC=CC2=C1N(CC1C(C(N2C)=O)N(C(C1)=O)C1=NC(=CC(=C1)C(F)(F)F)C)CC1CCNCC1